1H-pyrazole-4-carboxylic acid hydrochloride Cl.N1N=CC(=C1)C(=O)O